ClC=1C=CC=C2C=CC=C(C12)C1=C(C=2N=C(N=C(C2C=N1)NCC1(CCC1)N(C)C)OC[C@]12CCCN2C[C@@H](C1)F)F 7-(8-chloronaphthalen-1-yl)-N-((1-(dimethylamino)cyclobutyl)methyl)-8-fluoro-2-(((2R,7aS)-2-fluorotetrahydro-1H-pyrrolizin-7a(5H)-yl)methoxy)pyrido[4,3-d]pyrimidin-4-amine